tert-butyl (2R,5S)-5-(4-chlorobenzyl)-2-(5-methyl-1,3,4-oxadiazol-2-yl)morpholine-4-carboxylate ClC1=CC=C(C[C@H]2CO[C@H](CN2C(=O)OC(C)(C)C)C=2OC(=NN2)C)C=C1